C(#C)C=1SC=C(N1)C(=O)N(C1C(N(CC1)CC(F)(F)F)=O)C1=CC(=C(C(=C1)OC)F)OC 2-Ethynyl-N-(4-fluoro-3,5-dimethoxyphenyl)-N-(2-oxo-1-(2,2,2-trifluoroethyl)pyrrolidin-3-yl)thiazole-4-carboxamide